FC1(C[C@H](CCC1)[C@@H](C(=O)NC1=NC=CC(=C1)[C@@H](COC)N1C(N[C@@H](C1)C(F)(F)F)=O)NC(=O)C=1C(=NOC1)CC)F N-((S)-1-((S)-3,3-difluorocyclohexyl)-2-((4-((S)-2-methoxy-1-((S)-2-oxo-4-(trifluoromethyl)imidazolidin-1-yl)ethyl)pyridin-2-yl)amino)-2-oxoethyl)-3-ethylisoxazole-4-carboxamide